2-(3-Isopropyl-2-(8-methoxy-[1,2,4]triazolo[1,5-a]pyridin-6-yl)-1H-indol-5-yl)-4-methylmorpholin C(C)(C)C1=C(NC2=CC=C(C=C12)C1CN(CCO1)C)C=1C=C(C=2N(C1)N=CN2)OC